C(C)S(=O)(=O)C1=CC=C(C=C1)CC(=O)NC1=CC=C(C=C1)C=1SC2=C(N1)C=CC(=C2)OC 2-(4-(ethylsulfonyl)phenyl)-N-(4-(6-methoxybenzo[d]thiazol-2-yl)phenyl)acetamide